[1-[2-[1-(6-Fluorochinolin-1-ium-4-yl)-4-piperidyl]ethyl]-5,6-dihydro-4H-cyclopenta[c]pyrazol-3-yl]-(4-hydroxy-1-piperidyl)methanon FC=1C=C2C(=CC=[NH+]C2=CC1)N1CCC(CC1)CCN1N=C(C2=C1CCC2)C(=O)N2CCC(CC2)O